Br/C(/C=C/C1N(C2=CC=C(C=C2C1(C)C)S(=O)(=O)O)C)=C\C=N\C1=CC=CC=C1 2-((1E,3Z,5E)-3-bromo-5-(phenylimino)pentan-1,3-dienyl)-1,3,3-trimethyl-3H-indole-5-sulfonic acid